2-(6-(5-fluoro-4-((1-methyl-1H-indazol-5-yl)methoxy)pyrimidin-2-yl)-6-azaspiro[2.5]Oct-1-yl)-1-((S)-oxetan-2-ylmethyl)-1H-benzo[d]imidazole-6-carboxylate FC=1C(=NC(=NC1)N1CCC2(CC2C2=NC3=C(N2C[C@H]2OCC2)C=C(C=C3)C(=O)[O-])CC1)OCC=1C=C3C=NN(C3=CC1)C